3,3-difluoro-2-(4-(methyl-d3)-3-(4,4,5,5-tetramethyl-1,3,2-dioxaborolan-2-yl)phenyl)propane-1,2-diol FC(C(CO)(O)C1=CC(=C(C=C1)C([2H])([2H])[2H])B1OC(C(O1)(C)C)(C)C)F